ClC1=C(C#N)C(=CC=N1)NC1=CC2=C(N(C(N2C[C@H]2N(CCC2)CC)=O)C)C=C1 (S)-2-chloro-4-((3-((1-ethylpyrrolidin-2-yl)methyl)-1-methyl-2-oxo-2,3-dihydro-1H-benzo[d]imidazol-5-yl)amino)nicotinonitrile